5-[4-[(3S)-1-(3-fluoropropyl)pyrrolidin-3-yl]oxyphenyl]-4-(4-hydroxyphenyl)-2,3-dihydro-1-benzothiepin-7-ol FCCCN1C[C@H](CC1)OC1=CC=C(C=C1)C1=C(CCSC2=C1C=C(C=C2)O)C2=CC=C(C=C2)O